(E)-N-(4-(1-(4-(4-(7-(2-(2,6-dioxopiperidin-3-yl)-1-oxoisoindolin-4-yl)hept-6-yn-1-yl)piperazin-1-yl)benzoyl)piperidin-4-yl)butyl)-3-(pyridin-3-yl)acrylamide O=C1NC(CCC1N1C(C2=CC=CC(=C2C1)C#CCCCCCN1CCN(CC1)C1=CC=C(C(=O)N2CCC(CC2)CCCCNC(\C=C\C=2C=NC=CC2)=O)C=C1)=O)=O